CN(C)CC1=NN(C(=C1N)C)C 3-((dimethylamino)methyl)-1,5-dimethyl-1H-pyrazol-4-amine